trans-1-amino-4-(morpholin-4-yl)-cyclohexane N[C@@H]1CC[C@H](CC1)N1CCOCC1